O1COC2=C1C=CC(=C2)C(=O)N benzo[d]1,3-dioxole-5-carboxamide